6-hydroxyhexane-1-sulfonic acid OCCCCCCS(=O)(=O)O